N1CCC(CC1)NC(=O)C=1C=2C[C@@H]3[C@H](C2N(N1)C1=C(C=C(C=C1)F)F)C3 (1aR,5aR)-2-(2,4-Difluoro-phenyl)-1a,2,5,5a-tetrahydro-1H-2,3-diaza-cyclopropa[a]pentalene-4-carboxylic acid piperidin-4-ylamide